3-(nonadecan-3-yl)-1,2,4-oxadiazol-5(4H)-one CCC(CCCCCCCCCCCCCCCC)C1=NOC(N1)=O